1-(5-fluoro-1-methyl-6-(piperazin-1-yl)-1H-indazol-3-yl)dihydropyrimidine-2,4(1H,3H)-dione FC=1C=C2C(=NN(C2=CC1N1CCNCC1)C)N1C(NC(CC1)=O)=O